CC=1C=C(C=CC1)CCCO 3-(3-methylphenyl)-propanol